C(C)(C)(C)OC(=O)CN(CCC(=O)OC)C(=O)OC methyl 3-(tert-butoxycarbonyl-methoxycarbonyl-methyl-amino)-propionate